N-[[6-(imidazo[1,2-a]pyrimidine-2-carbonyl)-6-azaspiro[2.5]octan-2-yl]methyl]furo[2,3-c]pyridine-2-carboxamide N=1C(=CN2C1N=CC=C2)C(=O)N2CCC1(C(C1)CNC(=O)C1=CC=3C(=CN=CC3)O1)CC2